C1=CC=C(C=2SC3=C(C21)C=CC=C3)C=3C=C(C=CC3)C3=CC=C(C=C3)C3=CN=C2C(=N3)OC3=C2C=2C=CC=CC2C=C3 9-[(3'-Dibenzothien-4-yl)biphenyl-4-yl]naphtho[1',2':4,5]furo[2,3-b]pyrazine